NC=1C2=C(N=C(N1)C)C=CC(=N2)C2=CC=C(O2)C2=NOC(=C2)[C@]2(C(N(CC2)C)=O)O (R)-3-(3-(5-(4-amino-2-methylpyrido[3,2-d]pyrimidin-6-yl)furan-2-yl)isoxazol-5-yl)-3-hydroxy-1-methylpyrrolidin-2-one